O=C1NC(CC[C@@H]1NC(=O)C=1C(=CC2=C(OCC[C@@H]3N2CCNC3)C1)OC)=O (S)-N-((S)-2,6-dioxopiperidin-3-yl)-10-methoxy-2,3,4,4a,5,6-hexahydro-1H-benzo[b]pyrazino[1,2-d][1,4]oxazepine-9-carboxamide